FC(CCC(=O)O)(C)C 4-fluoro-4-methylpentanoic acid